(R)-6-amino-5-(3-hydroxy-2,6-dimethylphenyl)-2-methyl-4-oxo-4,5-dihydrothiazolo[5,4-c]pyridine-7-carboxamide NC1=C(C2=C(C(N1C1=C(C(=CC=C1C)O)C)=O)SC(=N2)C)C(=O)N